The molecule is a member of the class of beta-carbolines that is 2,3,4,9-tetrahydro-1H-beta-carboline-3-carboxylic acid in which one of the methylene protons at position 1 has been replaced by a 3-{[4-(2-fluorophenyl)piperazin-1-yl]methyl}-4-methoxyphenyl group. It has a role as a nicotinic acid adenine dinucleotide phosphate receptor antagonist. It is a member of beta-carbolines, an alpha-amino acid, a monomethoxybenzene, a member of monofluorobenzenes and a N-arylpiperazine. COC1=C(C=C(C=C1)[C@@H]2C3=C(C[C@H](N2)C(=O)O)C4=CC=CC=C4N3)CN5CCN(CC5)C6=CC=CC=C6F